C(CCCCCCCCCCCCCCCCCCC)OCCCCCCCCCCCCCCCCCCCC arachyl ether